diphenyl-bisphenol A C1(=CC=CC=C1)C=1C(=C(O)C=CC1C(C)(C)C1=CC=C(C=C1)O)C1=CC=CC=C1